1-(4-Bromo-2-fluorophenyl)ethan-1-one BrC1=CC(=C(C=C1)C(C)=O)F